2-methyl-4-((6-nitropyridin-3-yl)oxy)aniline CC1=C(N)C=CC(=C1)OC=1C=NC(=CC1)[N+](=O)[O-]